tert-butyl (2S)-2-((1-cyano-2-(3-(3-methyl-2-oxo-2,3-dihydrobenzo[d]oxazol-5-yl)bicyclo[1.1.1]pentan-1-yl)ethyl)carbamoyl)-1,4-oxazepane-4-carboxylate C(#N)C(CC12CC(C1)(C2)C=2C=CC1=C(N(C(O1)=O)C)C2)NC(=O)[C@H]2OCCCN(C2)C(=O)OC(C)(C)C